OC[C@H](C[C@H]1C(NCCC1)=O)NC([C@H](CC(C)C)NC([C@H](CC1=CC=C(C=C1)O)NC(OCC1=CC=CC=C1)=O)=O)=O Benzyl ((S)-1-(((S)-1-(((S)-1-hydroxy-3-((S)-2-oxopiperidin-3-yl)propan-2-yl)amino)-4-methyl-1-oxopentan-2-yl)amino)-3-(4-hydroxyphenyl)-1-oxopropan-2-yl)carbamate